(E)-tellurium (3-methyl styryl) 4-methylbenzenesulfonate CC1=CC=C(C=C1)S(=O)(=O)OC=CC1=CC(=CC=C1)C.[Te]